CC=1C=C(C2=CC=CC=C2C1)C(C(C(=O)OC(C)(C)C)=O)C tert-butyl 3-(3-methylnaphthalen-1-yl)-2-oxobutanoate